4-fluoro-2-isothiocyanato-1-methylbenzene FC1=CC(=C(C=C1)C)N=C=S